C(C)S(=O)(=O)C=1C=C(C=NC1C1=NC2=C(C=NC(=C2)C(F)(F)F)N1C)N(C(CC)=O)C N-[5-ethylsulfonyl-6-[3-methyl-6-(trifluoromethyl)imidazo[4,5-c]pyridin-2-yl]-3-pyridinyl]-N-methyl-propionamide